FC1=CC=C(C=C1)C(=O)N1[C@@H](C=2N(CC1)C(=NN2)C2=CC(=NN2)C)C (R)-(4-fluorophenyl)(8-methyl-3-(3-methyl-1H-pyrazol-5-yl)-5,6-dihydro-[1,2,4]triazolo[4,3-a]pyrazin-7(8H)-yl)methanone